3,6,9-trithiadecane CCSCCSCCSC